methyl (R)-3-(4-acetamido-1,3-dioxoisoindolin-2-yl)-3-(3-isopropoxy-4-methoxyphenyl)propionate C(C)(=O)NC1=C2C(N(C(C2=CC=C1)=O)[C@H](CC(=O)OC)C1=CC(=C(C=C1)OC)OC(C)C)=O